ethyl (R)-7-(7-chloro-10-(3-(4-chloro-3,5-dimethylphenoxy)propyl)-6-(4,6-dimethylpyrimidin-5-yl)-4-methyl-1-oxo-3,4-dihydropyrazino[1,2-a]indol-2(1H)-yl)-1H-indole-2-carboxylate ClC=1C=CC=2C(=C3N(C2C1C=1C(=NC=NC1C)C)[C@@H](CN(C3=O)C=3C=CC=C1C=C(NC31)C(=O)OCC)C)CCCOC3=CC(=C(C(=C3)C)Cl)C